ClC1=C2C(=NC=C1)NN=C2C#CCN(C(OCC2=CC=CC=C2)=O)C benzyl N-[3-(4-chloro-1H-pyrazolo[3,4-b]pyridin-3-yl)prop-2-ynyl]-N-methyl-carbamate